BrC/C=C/C(=O)NC1CCCC1 (E)-4-Bromo-N-cyclopentylbut-2-enamide